FC(OC1=CC=C(CN2C(=NC=3C2=NC=CC3)CCC(=O)NCC3CCNCC3)C=C1)(F)F 4-({3-[3-(4-Trifluoromethoxybenzyl)-3H-imidazo[4,5-b]pyridin-2-yl]-propionylamino}-methyl)-piperidin